C1(CC1)C=1C=C(C=CC1CN(C)C)N1C(=CC2=C1N=C(N=C2)N[C@H]2[C@@H](COCC2)O)C(=O)N(C)C 7-(3-cyclopropyl-4-((dimethylamino)methyl)phenyl)-2-(((3S,4R)-3-hydroxytetrahydro-2H-pyran-4-yl)amino)-N,N-dimethyl-7H-pyrrolo[2,3-d]pyrimidine-6-carboxamide